2-(2-((3r,4r)-3-amino-4-fluoropiperidin-1-yl)-5,6-difluoro-1H-benzo[d]imidazol-1-yl)-N-methyl-N-((S)-1-(pyridin-2-yl)ethyl)acetamide N[C@@H]1CN(CC[C@H]1F)C1=NC2=C(N1CC(=O)N([C@@H](C)C1=NC=CC=C1)C)C=C(C(=C2)F)F